(R)-4-hydroxy-4-(tert-amyl)-8-(1H-pyrazol-4-yl)-1,3,4,5-tetrahydro-6H-pyrano[4,3-b]thieno[3,2-d]pyridin-6-one O[C@]1(COCC2=C1NC(C1=C2C=C(S1)C=1C=NNC1)=O)C(C)(C)CC